FC(C1=C2C(C(OC2=O)=O)=CC2=C1C(OC2=O)=O)(F)F 4-(trifluoromethyl)-1H,3H-benzo[1,2-c:4,5-c']Difuran-1,3,5,7-tetrone